3-(((7-(1H-Pyrazol-4-yl)-2,3-dihydrofuro[3,2-c]pyridin-4-yl)amino)methyl)-N-(3-((dimethylamino)methyl)phenyl)benzamid N1N=CC(=C1)C=1C2=C(C(=NC1)NCC=1C=C(C(=O)NC3=CC(=CC=C3)CN(C)C)C=CC1)CCO2